CN(C)C[C@H]1N(C2=CC=CC=C2C1)C(=O)[O-] (S)-2-((dimethylamino)methyl)indoline-1-carboxylate